((3S,9aS)-3-hydroxy-3-(2-(6-methoxypyridin-3-yl)thiazol-4-yl)hexahydropyrazino[2,1-c][1,4]oxazin-8(1H)-yl)methanone O[C@]1(CN2[C@H](CO1)CN(CC2)C=O)C=2N=C(SC2)C=2C=NC(=CC2)OC